(E)-2,5-dimethyl-1,6-di-p-tolylhex-3-ene-1,6-diyl diacetate C(C)(=O)OC(C(\C=C\C(C(C1=CC=C(C=C1)C)OC(C)=O)C)C)C1=CC=C(C=C1)C